ClC1=C(C=CC=C1)NC(=O)C1=CN=C2N1C=C(C=C2)C2=CC=NC=C2 N-(2-Chlorophenyl)-6-(pyridin-4-yl)imidazo[1,2-a]pyridine-3-carboxamide